N5-(2-(1H-benzo[d]imidazol-5-yl)ethyl)-2-(furan-2-yl)-[1,2,4]triazolo[1,5-a][1,3,5]triazine-5,7-diamine N1C=NC2=C1C=CC(=C2)CCNC2=NC=1N(C(=N2)N)N=C(N1)C=1OC=CC1